5-(1-methylcyclopropyl)-1,2,4-oxadiazole-3-carboxamide CC1(CC1)C1=NC(=NO1)C(=O)N